C1=C(C=CC2=CC=CC=C12)C(CNC1=CC=CC=C1)O 1-(2-naphthyl)-2-(phenylamino)ethane-1-ol